Ethyl 2-(3-(2-acetoxyethyl)-1H-indol-2-yl)-2,2-difluoroacetate C(C)(=O)OCCC1=C(NC2=CC=CC=C12)C(C(=O)OCC)(F)F